C(C)(C)C=1C=NC=C(C1NC(=O)N=[S@](=O)(N)C1=CN=C(S1)C(C)(C)O)C(C)C (R)-N'-((3,5-diisopropylpyridin-4-yl)carbamoyl)-2-(2-hydroxypropan-2-yl)thiazole-5-sulfonimidamide